ClC1=C(C(=CC=C1Cl)F)[C@]1(CN(CC1)C(C=C)=O)NC1=CC(=C2C(C(N(C2=C1)C)=O)(C)C)F |r| (rac)-6-{[3-(2,3-dichloro-6-fluorophenyl)-1-(prop-2-enoyl)pyrrolidin-3-yl]amino}-4-fluoro-1,3,3-trimethylindol-2-one